tert-butyl 3-(4-(2-((methylsulfonyl)oxy)ethoxy)pyridin-3-yl)azetidine-1-carboxylate CS(=O)(=O)OCCOC1=C(C=NC=C1)C1CN(C1)C(=O)OC(C)(C)C